NC(CCCS)CC 4-aminohexane-1-thiol